tert-Butyl (trans-4-((2-((2-(trimethylsilyl)ethoxy)methoxy)phenyl)amino)-cyclohexyl)carbamate C[Si](CCOCOC1=C(C=CC=C1)N[C@@H]1CC[C@H](CC1)NC(OC(C)(C)C)=O)(C)C